Trimethylchlorosilan C[Si](Cl)(C)C